C(=O)(OC(C)(C)C)C(CCCCCN1C=NC=C1)N 1-(6-Boc-aminohexyl)imidazole